((S)-1-(5-(7-methoxy-2-methylquinolin-6-yl)-1-((2-(trimethylsilyl)ethoxy)methyl)-1H-imidazol-2-yl)-7-oxononyl)-6-oxaspiro[2.5]octane-1-carboxamide COC1=C(C=C2C=CC(=NC2=C1)C)C1=CN=C(N1COCC[Si](C)(C)C)[C@@H](CCCCCC(CC)=O)C1(CC12CCOCC2)C(=O)N